tert-butyl 7-(2-(6-(cyclopropanecarboxamido)-1-(methylamino)-2,7-naphthyridin-4-yl)benzo[d]oxazol-5-yl)-3,7-diazabicyclo[3.3.1]nonane-3-carboxylate C1(CC1)C(=O)NC=1C=C2C(=CN=C(C2=CN1)NC)C=1OC2=C(N1)C=C(C=C2)N2CC1CN(CC(C2)C1)C(=O)OC(C)(C)C